3-(CYCLOHEXYLOXY)PHENYLBORONIC ACID C1(CCCCC1)OC=1C=C(C=CC1)B(O)O